ClC1=C(C(=CC=C1)Cl)\C=C\C(C)C 1-(2,6-dichlorophenyl)-3-methyl-trans-1-butene